C(C)(C)(C)C=1NC=CN1 2-tertiary butyl-imidazole